C(CCCCCCCCCCCCCCCCCCC)(=O)O eicosanic acid